[SiH3]CCCC(C1CO1)(CC)OC(C1CO1)(CCC[SiH3])CC silylpropylethylglycidyl ether